BrC=1C(=NC(=NC1)Cl)COC 5-bromo-2-chloro-4-(methoxymethyl)pyrimidine